(2S,3R,5R)-3-((E)-(2-isonicotinyl-hydrazono)methyl)-3-methyl-7-oxo-4-thia-1-azabicyclo[3.2.0]heptane-2-carboxylic acid 4,4-dioxide C(C1=CC=NC=C1)N\N=C\[C@]1([C@@H](N2C(C[C@H]2S1(=O)=O)=O)C(=O)O)C